C(C)(C)(C)OC(NC1=C(C=C(C=C1)C1=CN=C(S1)C)[N+](=O)[O-])=O N-[4-(2-methylthiazol-5-yl)-2-nitro-phenyl]carbamic acid tert-butyl ester